CN1C(N(C=2N=C(N(C2C1=O)C)S(=O)(=O)CC=1C=C(C(=O)N)C=CC1)C)=O 3-((1,3,7-trimethyl-2,6-dioxo-2,3,6,7-tetrahydro-1H-purin-8-ylsulfonyl)methyl)benzamide